NC1=CC=C(C=C1)S(=O)(=O)N(CC(C)C)C[C@H]([C@H](CC1=CC=CC=C1)N)O 4-amino-N-[(2R,3S)-3-amino-2-hydroxy-4-phenylbutyl]-N-(2-methylpropyl)-benzenesulfonamide